FC(C1=CC2=C([C@@H](CO2)N)C=C1)(F)F (S)-6-(trifluoromethyl)-2,3-dihydro-benzofuran-3-amine